trimethylolpropane tetrakis(3-mercaptopropionate) SCCC(=O)O.SCCC(=O)O.SCCC(=O)O.SCCC(=O)O.C(O)C(CC)(CO)CO